neodymium (III) tris(9-hydroxyphenalene) OC1=CC=C2C=CC=C3C=CCC1=C32.OC3=CC=C2C=CC=C1C=CCC3=C12.OC1=CC=C2C=CC=C3C=CCC1=C32.[Nd+3]